C1(CCC1)NC(=O)NC=1C=C(C=2N(C1)C(=C(N2)C)C)NCC2=C(C=CC=C2C)C 1-Cyclobutyl-3-(8-((2,6-dimethylbenzyl)amino)-2,3-dimethylimidazo[1,2-a]pyridin-6-yl)urea